5-phenyl-10-(3,5,6-tris(3,6-diphenyl-9H-carbazol-9-yl)-4-phenylpyridin-2-yl)-5,10-dihydrophenazine C1(=CC=CC=C1)N1C=2C=CC=CC2N(C2=CC=CC=C12)C1=NC(=C(C(=C1N1C2=CC=C(C=C2C=2C=C(C=CC12)C1=CC=CC=C1)C1=CC=CC=C1)C1=CC=CC=C1)N1C2=CC=C(C=C2C=2C=C(C=CC12)C1=CC=CC=C1)C1=CC=CC=C1)N1C2=CC=C(C=C2C=2C=C(C=CC12)C1=CC=CC=C1)C1=CC=CC=C1